N1C(=CC2=NC=CC=C12)S(=O)[O-] 4-aza-indolesulfinate